C(CCCCCCC\C=C/C\C=C/CCCCC)C(C(=O)O)C(=O)O 2-((9Z,12Z)-octadeca-9,12-dien-1-yl)malonic acid